NCC=1N=CC(=NC1)NC(=O)C1=CC2=C(OCCC3=C2SC=C3)C=C1C=1C(=NC(=CC1)C(NCCC)=O)C(=O)OC methyl 3-(9-((5-(aminomethyl)pyrazin-2-yl)carbamoyl)-4,5-dihydrobenzo[b]thieno[2,3-d]oxepin-8-yl)-6-(propylcarbamoyl)picolinate